C(C)C=1N=C2N(C=C(C=C2)C2CCN(CC2)C(CN2CC(C2)F)=O)C1N(C)C=1SC=C(N1)C1=CC=C(C=C1)F 1-(4-(2-ethyl-3-((4-(4-fluorophenyl)thiazol-2-yl)(methyl)amino)imidazo[1,2-a]pyridin-6-yl)piperidin-1-yl)-2-(3-fluoroazetidin-1-yl)ethanone